1-Methyl-N-[(1S)-1-(2-amino-2-oxo-ethyl)prop-2-ynyl]-5-[1-[4-(trifluoromethoxy)phenyl]cyclopropanecarbonyl]-4,6-dihydropyrrolo[3,4-c]pyrazole-4-carboxamide CN1N=CC2=C1CN(C2C(=O)N[C@H](C#C)CC(=O)N)C(=O)C2(CC2)C2=CC=C(C=C2)OC(F)(F)F